CN1N=CC2=CC(=CC(=C12)OC1=CC=C(C=C1)OCCCN1C(COCC1)=O)C(=O)N 1-methyl-7-[4-[3-(3-oxomorpholin-4-yl)propoxy]phenoxy]indazole-5-carboxamide